CC1=NN(C(=C1B1OC(C(O1)(C)C)(C)C)C)CCO 2-(3,5-dimethyl-4-(4,4,5,5-tetramethyl-1,3,2-dioxaborolan-2-yl)-1H-pyrazol-1-yl)ethan-1-ol